(Z)-2-benzylidene-6-((2,6-difluorobenzyl)sulfonyl)-2H-benzo[b][1,4]thiazin-3(4H)-one C(/C1=CC=CC=C1)=C/1\C(NC2=C(S1)C=CC(=C2)S(=O)(=O)CC2=C(C=CC=C2F)F)=O